Isopropyl ((S)-(((2R,3S,5R)-5-(6-amino-2-fluoro-9H-purin-9-yl)-2-ethynyl-3-(((heptyloxy)carbonyl)oxy)tetrahydro-furan-2-yl)methoxy)(phenoxy)phosphoryl)-L-alaninate NC1=C2N=CN(C2=NC(=N1)F)[C@H]1C[C@@H]([C@@](O1)(C#C)CO[P@](=O)(OC1=CC=CC=C1)N[C@@H](C)C(=O)OC(C)C)OC(=O)OCCCCCCC